S-(4-(((((1R,2S,5R)-2-carbamoyl-7-oxo-1,6-diazabicyclo[3.2.1]oct-6-yl) oxy) sulfonyl) oxy)-3,3-dimethylbutyl) thioacetate C(C)(=O)SCCC(COS(=O)(=O)ON1[C@@H]2CC[C@H](N(C1=O)C2)C(N)=O)(C)C